2-[2-(3-prop-1-en-2-ylphenyl)propan-2-ylcarbamoyloxy]ethyl methacrylate C(C(=C)C)(=O)OCCOC(NC(C)(C)C1=CC(=CC=C1)C(=C)C)=O